FC1=CC=C(C=C1)C=1C(NC2=CC=C(C=C2C1)C1=CC=C(C=C1)N1CCN(CC1)C(C)C)=O 3-(4-fluorophenyl)-6-{4-[4-(propan-2-yl)piperazin-1-yl]phenyl}-1,2-dihydro-quinolin-2-one